CS(=O)(=O)OC=1OC(=CC1)C(NC(CCCCCC)CCCCCCC)=O (5-(Tetradecan-7-ylcarbamoyl) furan-2-yl) methanesulfonate